2-[[3-(4-tert-butoxycarbonylpiperazine-1-carbonyl)-6-(trifluoromethoxy)-4-quinolinyl]amino]benzoic acid C(C)(C)(C)OC(=O)N1CCN(CC1)C(=O)C=1C=NC2=CC=C(C=C2C1NC1=C(C(=O)O)C=CC=C1)OC(F)(F)F